ClCC(=O)N1C[C@@H](OCC1)C(=O)N1[C@H](C2=C(C=C(C=C2CC1)Cl)Cl)C 2-chloro-1-((R)-2-((S)-6,8-dichloro-1-methyl-1,2,3,4-tetrahydroisoquinoline-2-carbonyl)morpholino)ethan-1-one